CC1(CCC(CN1)NC1=NC=C(C(=N1)C1=CNC=2C(N(CCCC21)CC(F)(F)F)=O)C(F)(F)F)C 3-{2-[(6,6-dimethylpiperidin-3-yl)amino]-5-(trifluoromethyl)pyrimidin-4-yl}-7-(2,2,2-trifluoroethyl)-1H,4H,5H,6H,7H,8H-pyrrolo[2,3-c]azepin-8-one